tert-butyl-3-(chlorosulfonyl)azetidine-1-carboxylate C(C)(C)(C)OC(=O)N1CC(C1)S(=O)(=O)Cl